N1(C=NC=C1)CCCNC(=O)C1=NN2C(N=C(C=C2C2=CC=C(C=C2)C#N)C2=CC=CC=C2)=C1 N-(3-(1H-imidazol-1-yl)propyl)-7-(4-cyanophenyl)-5-phenylpyrazolo[1,5-a]pyrimidine-2-carboxamide